N-[2-(p-propylbenzenesulfonyloxy)phenyl]-N'-[4-(p-propylbenzenesulfonyloxy)phenyl]urea C(CC)C1=CC=C(C=C1)S(=O)(=O)OC1=C(C=CC=C1)NC(=O)NC1=CC=C(C=C1)OS(=O)(=O)C1=CC=C(C=C1)CCC